CS(=O)(=O)C[C@@H]1[C@H](N(C1)C=1C=CC(=C2C=C(N=CC12)NC1=NC(=NC=C1)N1CC(C(CC1)OC)C#N)C(C)C)C 4-({8-[(2R,3S)-3-(methanesulfonyl-methyl)-2-methylazetidin-1-yl]-5-(propan-2-yl)isoquinolin-3-yl}amino)pyrimidin-2-yl-4-methoxy-piperidine-3-carbonitrile